S(=O)(=O)=C1N=C2C=CC=CC2=NC1 sulfonyl-2,3-dihydroquinoxaline